C(C)(C)(C)OC(C(CCCCOCCCCC(C)(C)C(=O)OC(C)(C)C)(C)C)=O 6-(5-tert-Butoxycarbonyl-5-methyl-hexyloxy)-2,2-dimethyl-hexanoic acid tert-butyl ester